6-((3S,4S)-4-amino-3-methyl-2-oxa-8-azaspiro[4.5]decan-8-yl)-3-(1-(3,4-difluorophenyl)cyclopropyl)-1,5-dihydro-4H-pyrazolo[3,4-d]pyrimidin-4-one N[C@@H]1[C@@H](OCC12CCN(CC2)C=2NC(C1=C(N2)NN=C1C1(CC1)C1=CC(=C(C=C1)F)F)=O)C